1,3-dibutylpyridinium fluoride [F-].C(CCC)[N+]1=CC(=CC=C1)CCCC